1,19-dimercapto-2,6,8,12,14,18-hexathianonadecane SCSCCCSCSCCCSCSCCCSCS